COC=1C=C2C(=NC=NC2=CC1OC)N1CCN(CCC1)CCC#N 3-(4-(6,7-Dimethoxyquinazolin-4-yl)-1,4-diazacycloheptan-1-yl)propionitrile